2-allyl-6-(6-methoxy-3-pyridylamino)-1-[6-(1-methyl-4-piperidyloxy)-2-pyridyl]-1,2-dihydro-3H-1,2,5,7-tetraazainden-3-one C(C=C)N1N(C2=NC(=NC=C2C1=O)NC=1C=NC(=CC1)OC)C1=NC(=CC=C1)OC1CCN(CC1)C